3-tert-butyl-5-chloro-8-hydroxyquinoline C(C)(C)(C)C=1C=NC2=C(C=CC(=C2C1)Cl)O